NC=1C2=C(N=CN1)N(C=C2C2=C(C=C(C=C2)NC(CC2=C(C=CC=C2)Cl)=O)C)C N-(4-(4-amino-7-methyl-7H-pyrrolo[2,3-d]pyrimidin-5-yl)-3-methylphenyl)-2-(2-chlorophenyl)acetamide